C(C)OC(CCN[SiH3])(OCC)OCC tri-Ethoxypropylaminosilane